1-[4-({(1R)-1-[3-(1,1-difluoro-2-hydroxyethyl)-2-fluorophenyl]ethyl}amino)-2-methylpyrido[3,4-d]pyrimidin-6-yl]-2,5-dihydro-1H-1lambda5-phosphol-1-one FC(CO)(F)C=1C(=C(C=CC1)[C@@H](C)NC=1C2=C(N=C(N1)C)C=NC(=C2)P2(CC=CC2)=O)F